C1(CC1)S(=O)(=O)NC1=CC(=NC=C1)C(CCN1C[C@@H](CC1)F)NC(=O)C=1SC(=CN1)C1=NC(=CN=C1)OCC N-(1-(4-(cyclopropanesulphonylamino)pyridin-2-yl)-3-((R)-3-fluoropyrrolidin-1-yl)propyl)-5-(6-ethoxypyrazin-2-yl)thiazole-2-carboxamide